(+)-2'-deoxy-2',2'-difluorocytidine FC1([C@@H](O[C@@H]([C@H]1O)CO)N1C(=O)N=C(N)C=C1)F